aminoethyl-N-beta-aminoethyl-gamma-aminopropyl-methyl-diethoxysilane NCCC(C)O[Si](OCC)(C)CCCNCCN